CN(C)CC1=C(C=CC(=N1)N)C1CC(OCC1)COC 6-((dimethylamino)methyl)-5-(2-(methoxymethyl)tetrahydro-2H-pyran-4-yl)pyridin-2-amine